1-(4-aminopyrimidin-2-yl)-4-methoxypiperidin-3-yl-carbamic acid tert-butyl ester C(C)(C)(C)OC(NC1CN(CCC1OC)C1=NC=CC(=N1)N)=O